N-(6-methoxy-2-methyl-2H-indazol-5-yl)-4-(4,7-diazaspiro[2.5]octan-7-yl)-2,3-dihydro-1H-pyrrolo[2,3-b]pyridine-1-carboxamide benzoate C(C1=CC=CC=C1)(=O)O.COC=1C(=CC2=CN(N=C2C1)C)NC(=O)N1CCC=2C1=NC=CC2N2CCNC1(CC1)C2